C(C)(C)(C)C1=C(C=CC(=C1)C)OCOC 1-(tert-butyl)-2-(methoxymethoxy)-5-methylbenzene